cyano-1-(methylsulfonyl)-N-(5-phenylthiazol-2-yl)piperazine-2-carboxamide tert-Butyl-3-(4-formyl-7-(thiazol-2-yl)benzo[d]oxazol-2-yl)-3,9-diazabicyclo[3.3.1]nonane-9-carboxylate C(C)(C)(C)OC(=O)N1C2CN(CC1CCC2)C=2OC1=C(N2)C(=CC=C1C=1SC=CN1)C=O.C(#N)C1(N(CCNC1)S(=O)(=O)C)C(=O)NC=1SC(=CN1)C1=CC=CC=C1